2-chloro-1,2-dimethylimidazolidinyl chloride ClC1(N(CCN1Cl)C)C